9-([1,1'-biphenyl]-4-ylthio)nonylacrylic acid C1(=CC=C(C=C1)SCCCCCCCCCC(C(=O)O)=C)C1=CC=CC=C1